(3-(4-(4-methylpyridin-3-yl)benzyl)-1,2,3-oxadiazol-3-ium-5-yl)((3-(trifluoromethyl)phenyl)carbamoyl)amide CC1=C(C=NC=C1)C1=CC=C(C[N+]2=NOC(=C2)[N-]C(NC2=CC(=CC=C2)C(F)(F)F)=O)C=C1